N-(1-(3-chloropyrazin-2-yl)ethyl)-N-methyl-3,5-bis(trifluoromethyl)benzamide ClC=1C(=NC=CN1)C(C)N(C(C1=CC(=CC(=C1)C(F)(F)F)C(F)(F)F)=O)C